[N+](=O)([O-])C=1C=CC(=NC1)S 5-nitropyridine-2-thiol